(E)-1-(4-(4-((4-([1,2,4]triazolo[1,5-a]pyridin-7-yloxy)-3-methylphenyl)amino)pyrrolo[2,1-f][1,2,4]triazin-5-yl)piperidin-1-yl)-4-morpholinobut-2-en-1-one N=1C=NN2C1C=C(C=C2)OC2=C(C=C(C=C2)NC2=NC=NN1C2=C(C=C1)C1CCN(CC1)C(\C=C\CN1CCOCC1)=O)C